methyl 2-(N-(4-(4-(2-(4-fluoropiperidin-1-yl)-6-methylpyrimidin-4-yl)-1H-pyrazol-1-yl)-3-(6-azaspiro[2.5]octan-6-yl)phenyl)sulfamoyl)acetate FC1CCN(CC1)C1=NC(=CC(=N1)C=1C=NN(C1)C1=C(C=C(C=C1)NS(=O)(=O)CC(=O)OC)N1CCC2(CC2)CC1)C